[e]-anthracene C1=CC=CC2=CC3=CC=CC=C3C=C12